3-bromo-4-chloro-2-methoxy-1-p-toluenesulfonyl-2,3-dihydro-1H-pyrrolo[2,3-b]pyridine-5-carbonitrile BrC1C(N(C2=NC=C(C(=C21)Cl)C#N)S(=O)(=O)C2=CC=C(C)C=C2)OC